ClC1=C2CN(C(C2=CC=C1N1CCC(CC1)CN1CCC(CC1)CC1CCN(CC1)C(=O)OC(C)(C)C)=O)C1C(NC(CC1)=O)=O tert-butyl 4-((1-((1-(4-chloro-2-(2,6-dioxopiperidin-3-yl)-1-oxoisoindolin-5-yl)piperidin-4-yl)methyl)piperidin-4-yl)methyl)piperidine-1-carboxylate